FC1=C(C2=CN(N=C2C=C1)C1OCCCC1)C(=O)N(C)OC 5-Fluoro-N-methoxy-N-methyl-2-(oxan-2-yl)indazole-4-carboxamide